1,2-dihydroxyindole ON1C(=CC2=CC=CC=C12)O